O=C1N(CCC(N1)=O)C=1C=CC(=NC1)N1CCC(CC1)CN1CCN(CC1)C(C(=O)NC)C 2-(4-((1-(5-(2,4-dioxotetrahydropyrimidin-1(2H)-yl)pyridin-2-yl)piperidin-4-yl)methyl)piperazin-1-yl)-N-methylpropanamide